C1(CC1)N(C(=O)C=1C(=NN(C1F)C)C(F)F)CC1=C(C=CC(=C1)C)C1CC1 N-Cyclopropyl-N-(2-cyclopropyl-5-methylbenzyl)-3-(difluoromethyl)-5-fluoro-1-methyl-1H-pyrazole-4-carboxamid